C1(CC1)C1=CN=C2C(=N1)N(N=C2N)[C@H]2C[C@@H](N(CC2)C)C trans-6-cyclopropyl-1-(1,2-dimethylpiperidin-4-yl)-1H-pyrazolo[3,4-b]pyrazin-3-amine